CN1C(N(C2=C(C1C1=C(C=C(C#N)C=C1)C1=NC=NC=C1)C(NCC2)=O)C2=CC(=CC=C2)C(F)(F)F)=O 4-{3-Methyl-2,5-dioxo-1-[3-(trifluoromethyl)phenyl]-1H,2H,3H,4H,5H,6H,7H,8H-pyrido[4,3-d]pyrimidin-4-yl}-3-(pyrimidin-4-yl)benzonitrile